2-(4-(2-(1-(4-Chloro-2-fluorophenyl)ethoxy)pyridin-3-yl)-2,6-difluorobenzyl)-1-(2-methoxyethyl)-1H-benzo[d]imidazole-6-carboxylic acid ClC1=CC(=C(C=C1)C(C)OC1=NC=CC=C1C1=CC(=C(CC2=NC3=C(N2CCOC)C=C(C=C3)C(=O)O)C(=C1)F)F)F